NC1=C(C=NN1C=1C=NC(=CC1C)OC1=C(C=CC=C1F)F)C(=O)C1=CC2=C3CCN(CC3=CC=C2N1)C1CCN(CC1)C (5-amino-1-{6-[(2,6-difluorophenyl)oxy]-4-methylpyridin-3-yl}pyrazol-4-yl)[7-(1-methyl-hexahydropyridin-4-yl)-6,7,8,9-tetrahydro-3H-pyrrolo[3,2-f]isoquinolin-2-yl]methanone